CN1N=CC(=C1)C1=CC(=C2C=CC=NC2=C1)C=1N=CC(=NC1)N1CC2N(C(C1)C2)C=O (3-(5-(7-(1-methyl-1H-pyrazol-4-yl)quinolin-5-yl)pyrazin-2-yl)-3,6-diazabicyclo[3.1.1]heptan-6-yl)methanone